(S)-4-((2-(4-fluoro-2-isopropoxy-5-(trifluoromethyl)phenyl)-1-oxo-1,2-dihydroisoquinolin-3-yl)methyl)-3-methylpiperazine-1-carboxylic acid tert-butyl ester C(C)(C)(C)OC(=O)N1C[C@@H](N(CC1)CC=1N(C(C2=CC=CC=C2C1)=O)C1=C(C=C(C(=C1)C(F)(F)F)F)OC(C)C)C